BrC=1C=C(C(=O)OCC)C=CC1F ethyl 3-bromo-4-fluoro-benzoate